POTASSIUM AMINOSALICYLATE NOC=1C(C(=O)[O-])=CC=CC1.[K+]